C(C)(C)(C)NCC(C)NC(C)(C)C N1,N2-di-tert-butylpropane-1,2-diamine